1-propyl-2H-indol C(CC)N1CCC2=CC=CC=C12